C1(CC1)C1=NN(C(=C1)C(F)(F)F)CC(=O)[O-].[Li+] lithium 2-[3-cyclopropyl-5-(trifluoromethyl)pyrazol-1-yl]acetate